(E)-4-methyl-3-(3-(p-tolyl)acryloyl)-1,6-naphthyridin-2(1H)-one CC1=C(C(NC2=CC=NC=C12)=O)C(\C=C\C1=CC=C(C=C1)C)=O